COC(=O)C1(COC1)NC(C1=NC=C(C(=C1OCC1=CC=CC=C1)C)C1=CC(=CC=C1)Cl)=O 3-(3-(Phenylmethoxy)-5-(3-chlorophenyl)-4-methyl-picolinamido)oxetane-3-carboxylic acid methyl ester